{4-[4-(2-azetidin-1-yl-phenyl)-piperidin-1-yl]-2-cyclopropyl-quinazolin-6-yl}-methyl-(2-pyrrolidin-1-yl-ethyl)-amine N1(CCC1)C1=C(C=CC=C1)C1CCN(CC1)C1=NC(=NC2=CC=C(C=C12)N(CCN1CCCC1)C)C1CC1